C1(=CC=CC=C1)[C@H]1N=COC1 (4R)-4-phenyl-2-oxazoline